O=C(COC1(CC1)C(=O)OC(C)(C)C)C tert-butyl 1-(2-oxopropoxy)cyclopropane-1-carboxylate